5-hydroxy-2-(2,2,2-trifluoro-ethyl)-2,3-dihydro-isoindol-1-one OC=1C=C2CN(C(C2=CC1)=O)CC(F)(F)F